CN1N=C(C=C1C)C=1C=C(C=NC1OC1=CC=C(C=C1)C(F)(F)F)C(=O)N[C@@H](CO)C 5-(1,5-dimethyl-1H-pyrazol-3-yl)-N-[(2R)-1-hydroxypropan-2-yl]-6-[4-(trifluoromethyl)phenoxy]pyridine-3-carboxamide